The molecule is a benzoate ester obtained by the formal condensation of benzoic acid with isobutanol. It has a role as a metabolite. It derives from a benzoic acid and an isobutanol. CC(C)COC(=O)C1=CC=CC=C1